C(C)(C)(C)OC(=O)N1C2CN(CC1C2)C2=C(C=C(C=N2)B(O)O)F (6-(6-(Tert-Butoxycarbonyl)-3,6-diazabicyclo[3.1.1]hept-3-yl)-5-fluoropyridin-3-yl)boronic acid